3-((2-chloro-3-((dimethyl(oxo)-λ6-sulfanylidene)amino)-4-fluorophenyl)thio)propanoic acid methyl ester COC(CCSC1=C(C(=C(C=C1)F)N=S(=O)(C)C)Cl)=O